C1(=CC=CC=C1)C(=O)N1C(=NNC1=S)C1=NC2=CC=CC=C2C=C1 Phenyl(3-(quinolin-2-yl)-5-thioxo-1,5-dihydro-4H-1,2,4-triazol-4-yl)methanone